2,3,4,7-tetrahydro-1H-azepin-1-carboxylic acid tert-butyl ester C(C)(C)(C)OC(=O)N1CCCC=CC1